C(CCCCC)NC1=NC(=NC(=N1)S)S 6-hexylamino-1,3,5-triazine-2,4-dithiol